ClC1=CC(=NC=C1)C1=NC=CC(=C1)Cl 4,4'-dichlorobipyridine